C1(CCCC1)[C@@H](C(=O)OC(C)C)N=P(=O)OC1=C(C=CC=C1)OCC=1C=NC(=C(C1CO)O)C (2S)-Isopropyl 2-cyclopentyl-2-(((5-hydroxy-4-(hydroxymethyl)-6-methylpyridin-3-yl)methoxy)(phenoxy)phosphorylamino)acetate